BrC=1C(=C(C=NC1)CO)Cl (5-bromo-4-chloropyridin-3-yl)methanol